N=C1C(N(C2=CC=C(C=C12)[N+](=O)[O-])C(C1=CC=CC=C1)(C1=CC=CC=C1)C1=CC=CC=C1)=O 3-Imino-5-nitro-1-tritylindolin-2-one